diisopropyloxyacetoacetic acid C(C)(C)OC(C(CC(=O)O)=O)OC(C)C